FC=1C=C(C=NC1)/C=C/C=O (E)-3-(5-Fluoropyridin-3-yl)acrylaldehyde